4-(8-Bromo-2-chloro-3-cyanoquinolin-4-yl)piperazine-1-carboxylic acid tert-butyl ester C(C)(C)(C)OC(=O)N1CCN(CC1)C1=C(C(=NC2=C(C=CC=C12)Br)Cl)C#N